6-(1-(3-Chloropyridin-2-yl)-3-(2,2,2-trifluoroethoxy)-1H-pyrazol-5-carboxamido)-N-(2-cyanoethyl)-5-methylpyrazolo[1,5-a]pyridin-7-carboxamid ClC=1C(=NC=CC1)N1N=C(C=C1C(=O)NC=1C(=CC=2N(C1C(=O)NCCC#N)N=CC2)C)OCC(F)(F)F